Cl.OC1=CC=NC=N1 6-hydroxypyrimidine hydrochloride